ClC1=C(C=CC=C1NC(=O)C=1C(N(C=C(C1)C=C)C)=O)C1=C(C(=CC=C1)C=1OC2=C(N1)C=C(C=C2Cl)CO)C N-(2-chloro-3'-(7-chloro-5-(hydroxymethyl)benzo[d]oxazol-2-yl)-2'-methylbiphenyl-3-yl)-1-methyl-2-oxo-5-vinyl-1,2-dihydropyridine-3-carboxamide